C(C=C)N1N(C2=NC(=NC=C2C1=O)NC1=CC=C(C=C1)OCC)C1=NC(=CC=C1)OC1CCNCC1 2-allyl-6-((4-ethoxyphenyl)amino)-1-(6-(piperidin-4-yloxy)pyridin-2-yl)-1,2-dihydro-3H-pyrazolo[3,4-d]pyrimidin-3-one